N[C@H]1[C@@H](OC[C@@H](C1)C)C1=C(C2=NC(=CC(=C2S1)NCC=1SC=CC1)Cl)Br 2-((2r,3r,5r)-3-amino-5-methyltetrahydro-2H-pyran-2-yl)-3-bromo-5-chloro-N-(thiophen-2-ylmethyl)thieno[3,2-b]pyridin-7-amine